2-[6-(2,6-diazaspiro[3.3]hept-2-yl)[1,3]thiazolo[4,5-c]pyridazin-3-yl]-5-(3-fluoro-1H-pyrazol-4-yl)phenol formate salt C(=O)O.C1N(CC12CNC2)C=2SC1=C(N=NC(=C1)C1=C(C=C(C=C1)C=1C(=NNC1)F)O)N2